exo-exo-bis(2,3-epoxy cyclopentyl) ether C1(C2C(CC1)O2)OC2C1C(CC2)O1